C(C)[Sn](O)(CC)CC triethyl-hydroxytin